C(C1=CC=CC=C1)N1CC(CCC1)C1=CC=NC=2N1N=C(C2C)NC(C)=O N-(7-(1-Benzylpiperidin-3-yl)-3-methylpyrazolo[1,5-a]pyrimidin-2-yl)acetamide